S1C(=CC=C1)C(=O)NC1=CC2=NC3=C(C=CC=C3C2=CC=C1)CNCCCC 7-(2-thienoyl)amino-4-(butyl)aminomethylcyclohepta[7,6-b]indole